FC1=C(C=C(C=C1)OC(F)(F)F)C1=CC=2C(=CN=CC2)N1 2-[2-fluoro-5-(trifluoromethoxy)phenyl]-1H-pyrrolo[2,3-c]pyridine